3-Methyl-2-(4-{5-[(7S)-7-(pyrrolidin-1-yl)-6,7,8,9-tetrahydro-5H-benzo[7]annulen-2-yl]-1H-pyrrolo[2,3-b]pyridin-3-yl}phenyl)pyridine CC=1C(=NC=CC1)C1=CC=C(C=C1)C1=CNC2=NC=C(C=C21)C=2C=CC1=C(CC[C@H](CC1)N1CCCC1)C2